OC(=O)C(F)(F)F.CN1N=C(C=C1)C=1SC(=CN1)CN (2-(1-methyl-1H-pyrazol-3-yl)thiazol-5-yl)methanamine TFA Salt